C1=CPN=C1 phosphazole